C(C)N1C(C2=C(C=C1C(F)(F)F)N=C(N2C)C2=C(C=C(C=N2)C2(CC2)C#N)[S@@](=O)(=N)CC)=O (R)-1-[6-[5-ethyl-3-methyl-4-oxo-6-(trifluoromethyl)imidazo[4,5-c]pyridin-2-yl]-5-(ethylsulfonimidoyl)-3-pyridyl]cyclopropanecarbonitrile